C(#N)C1CCC(CC1)C=1N=C2C(=NC1)N=C(S2)NC(OC(C)(C)C)=O tert-butyl (6-((1r,4r)-4-cyanocyclohexyl)thiazolo[4,5-b]pyrazin-2-yl)carbamate